C(C1=CC=CC=C1)N1[C@H](CC2(C[C@H]1C=1N=NN(C1)C)C(N(C1=CC=C(C=C12)C)CC1=CC=C(C=C1)OC)=O)C (2'S,6'S)-1'-benzyl-1-[(4-methoxyphenyl)methyl]-2',5-dimethyl-6'-(1-methyltriazol-4-yl)spiro[indoline-3,4'-piperidin]-2-one